2-chloro-1-(4-((3-(trifluoromethyl)phenyl)sulfonyl)piperazin-1-yl)ethan-1-one ClCC(=O)N1CCN(CC1)S(=O)(=O)C1=CC(=CC=C1)C(F)(F)F